5-[(3S)-3-amino-5-fluoro-7-hydroxy-3,4-dihydro-2H-1-benzothiopyran-6-yl]-1λ6,2,5-thiadiazolidine-1,1,3-trione N[C@@H]1CSC2=C(C1)C(=C(C(=C2)O)N2CC(NS2(=O)=O)=O)F